N-(4-(bicyclo[3.1.0]hexan-3-yloxy)-3,5-difluorophenyl)-6-(3-methoxy-3-methylazetidin-1-yl)pyrazine-2-carboxamide C12CC(CC2C1)OC1=C(C=C(C=C1F)NC(=O)C1=NC(=CN=C1)N1CC(C1)(C)OC)F